2-[2-Chloro-3-(trifluoromethyl)phenyl]-N-[(4S)-3,4-dihydro-2H-chromen-4-yl]quinoxaline-6-carboxamide ClC1=C(C=CC=C1C(F)(F)F)C1=NC2=CC=C(C=C2N=C1)C(=O)N[C@H]1CCOC2=CC=CC=C12